N1N=NN=C1N1C[C@H](CCC1)NC(N(C)C1=CC=C(C=C1)Cl)=O (S)-3-(1-(1H-tetrazol-5-yl)piperidin-3-yl)-1-(4-chlorophenyl)-1-methylurea